Methyl 5-amino-2-(6-ethylpyridin-3-yl)benzoate NC=1C=CC(=C(C(=O)OC)C1)C=1C=NC(=CC1)CC